tert-butyl 2-[2-[2-[2-(2-hydroxyethoxy)ethoxy]ethoxy]ethoxy]acetate OCCOCCOCCOCCOCC(=O)OC(C)(C)C